2-(2-hydroxy-propoxy)-propan-1-ol OC(COC(CO)C)C